CC1(CC(C1)CN(C1=C2CN(C(C2=CC=C1)=O)C1C(NC(CC1)=O)=O)C1CCC(CC1)NCC1(CC1)C(F)(F)F)C 3-(4-{[(3,3-dimethylcyclobutyl)methyl][(1s,4s)-4-({[1-(trifluoromethyl)cyclopropyl]methyl}amino)cyclohexyl]amino}-1-oxo-3H-isoindol-2-yl)piperidine-2,6-dione